NC1=CC=C(C=C1)C1(C(NCC1)=O)C 3-(4-aminophenyl)-3-methylpyrrolidin-2-one